ClC=1C(=CC(=NC1)NC(N[C@H]1[C@@H](CCC1)C(=O)NC)=O)C1=C2N(N=C1)CC(C2)(C)C (1R,2R)-2-(3-(5-chloro-4-(5,5-dimethyl-5,6-dihydro-4H-pyrrolo[1,2-b]pyrazol-3-yl)pyridin-2-yl)ureido)-N-methylcyclopentane-1-carboxamide